FC1=C(CC2CC(=NO2)CNC(=O)C2=NC=CC3=CC=CC=C23)C=CC(=C1)F 5-(2,4-difluorobenzyl)-3-((isoquinoline-1-carboxamido)methyl)-4,5-dihydroisoxazole